C(C=C)OC1=C(C=C(C(=C1)Cl)Cl)[C@@H](C1CCN(CC1)C(=O)OC1=CC=C(C=C1)[N+](=O)[O-])N[S@@](=O)C(C)(C)C 4-nitrophenyl 4-((R)-(2-(allyloxy)-4,5-dichlorophenyl)(((S)-tert-butylsulfinyl)amino)methyl)piperidine-1-carboxylate